2-chloro-5-fluoro-N-(4-nitrophenyl)pyrimidin-4-amine ClC1=NC=C(C(=N1)NC1=CC=C(C=C1)[N+](=O)[O-])F